C1(CC1)CC(C(=O)O)C 3-CYCLOPROPYL-2-METHYL-PROPIONIC ACID